CN1CCC(C=C1)C1=CC=CC=C1 1-methyl-4-phenyl-1,2,3,4-tetrahydropyridine